9-bromo-7,7-dimethyl-6a,7,12,12a,13,14-hexahydro-6H-benzo[7,8]thiochromeno[4,3-b]quinolone BrC=1C=C2C(C3C(NC2=CC1)C=1CCC2=C(C1S(C3)=O)C=CC=C2)(C)C